(12S)-6-(benzyloxy)-18-(cyclohex-1-en-1-yl)-20-nitro-6-(trifluoromethyl)-22-oxa-3,4,16,21-tetraazatetracyclo[15.3.1.12,5.012,16]Docosa-1(21),2,4,9,17,19-hexaene C(C1=CC=CC=C1)OC1(C2=NN=C(C=3C(=CC(=C(N4CCC[C@H]4CC=CCC1)N3)C3=CCCCC3)[N+](=O)[O-])O2)C(F)(F)F